C(C)(C)(C)OC=1C=C2CCC(C(C2=CC1)C1=CC=C(C=C1)O)C1=CC=CC=C1 4-(6-(tert-butoxy)-2-phenyl-1,2,3,4-tetrahydronaphthalen-1-yl)phenol